(1S,4S)-N1-[6-chloro-2-(trifluoromethyl)-4-quinolyl]cyclohexane-1,4-diamine ClC=1C=C2C(=CC(=NC2=CC1)C(F)(F)F)NC1CCC(CC1)N